N[C@@H](C(=O)NC1=CC(=C(C=C1)C1=CN(C=2N=CN=C(C21)N)C)C)C2=CC=CC=C2 (R)-2-amino-N-(4-(4-amino-7-methyl-7H-pyrrolo[2,3-d]pyrimidin-5-yl)-3-methylphenyl)-2-phenylacetamide